C(C)(C)(C)N(C(O)=O)CCOCC(F)F.FC(O[C@H]1C[C@H](C1)OCC(=O)N)(F)F 2-[cis-3-(trifluoromethoxy)cyclobutoxy]Acetamide tert-butyl-(2-(2,2-difluoroethoxy)ethyl)carbamate